C1(=CC(=CC=C1)C=1C=C(C(C(=O)O)=CC1)C(=O)O)C=1C=C(C(C(=O)O)=CC1)C(=O)O 4,4'-(1,3-phenylene)bis(phthalic acid)